C[C@H](CC(=O)CCCCCCCCCCCCCCCCCCCCCCCCC[C@H](CCO[C@@H]1[C@@H]([C@H]([C@@H]([C@H](O1)CO)O)O)O)O)O The molecule is an alpha-D-glucoside that is 29-keto-(3R,31R)-dotriacontanetriol having a single alpha-D-glucosyl residue attached at position 1. It has a role as a mouse metabolite. It is an alpha-D-glucoside, a monosaccharide derivative and a ketone.